OC(=O)C(F)(F)F.CC=1N=NC(=CC1)COC1=NC(=CC=C1)C1CCNCC1 3-methyl-6-(((6-(piperidin-4-yl)pyridin-2-yl)oxy)methyl)pyridazine TFA salt